tris(2,3,4,5,6-pentafluorophenyl) benzene-1,3,5-tricarboxylate C1(=CC(=CC(=C1)C(=O)OC1=C(C(=C(C(=C1F)F)F)F)F)C(=O)OC1=C(C(=C(C(=C1F)F)F)F)F)C(=O)OC1=C(C(=C(C(=C1F)F)F)F)F